5-(8-((4'-chloro-5,5-dimethyl-3,4,5,6-tetrahydro-[1,1'-biphenyl]-2-yl)methyl)-3,8-diazabicyclo[3.2.1]oct-3-yl)-2-(2,6-dioxopiperidin-3-yl)-6-fluoroisoindoline-1,3-dione ClC1=CC=C(C=C1)C1=C(CCC(C1)(C)C)CN1C2CN(CC1CC2)C=2C=C1C(N(C(C1=CC2F)=O)C2C(NC(CC2)=O)=O)=O